(E)-2,4-dimethoxy-6-styrylbenzoic acid COC1=C(C(=O)O)C(=CC(=C1)OC)\C=C\C1=CC=CC=C1